Tetrahydroxyflavanone C1=CC(=C(C=C1C2C(C(=O)C3=C(O2)C=C(C=C3)O)O)O)O